FC1([C@H](C1)C=1C=C2N(N=CC=C2N2CC3CCC(C2)N3C(=O)[C@H]3[C@@H](C3)F)C1)F (3-(6-((R)-2,2-Difluorocyclopropyl)pyrrolo[1,2-b]pyridazin-4-yl)-3,8-diazabicyclo[3.2.1]oct-8-yl)((1S,2R)-2-fluorocyclopropyl)methanone